tert-butyl 4-(3-prop-2-ynoxycyclobutoxy)piperidine-1-carboxylate C(C#C)OC1CC(C1)OC1CCN(CC1)C(=O)OC(C)(C)C